BrC=1C=NC=CC1C=1C=NN(C1)C1OCCCC1 3-bromo-4-(1-(tetrahydro-2H-pyran-2-yl)-1H-pyrazol-4-yl)pyridine